ClC=1C(C=2C=CC=C(C2C(C1Cl)=O)C#CCCCC[NH-])=O N-(6,7-dichloro-5,8-dioxo-5,8-dihydronaphthalen-1-yl)hex-5-ynyl-amide